[La].[Sn]=O.[Ag] silver tin oxide lanthanum